C(C)C=1C=CC=C2C=CC=C(C12)N1CC=2N=C(N=C(C2CC1)N1CC(CCC1)C=1N=NN(C1)C)OCC1(CC1)CN(C)C 1-(1-(((7-(8-ethylnaphthalen-1-yl)-4-(3-(1-methyl-1H-1,2,3-triazol-4-yl)piperidin-1-yl)-5,6,7,8-tetrahydropyrido[3,4-d]pyrimidin-2-yl)oxy)methyl)cyclopropyl)-N,N-dimethylmethanamine